CNC(=O)C=1OC(=NN1)C1=C(C=CC=C1)NC1=CC=C(C=C1)C(F)(F)F N-methyl-5-(2-((4-(trifluoromethyl)phenyl)amino)phenyl)-1,3,4-oxadiazole-2-carboxamide